1-(6-(4-(6-hydroxynaphthalen-1-yl)-7-isopropyl-3-methyl-5,6,7,8-tetrahydro-1,7-naphthyridin-2-yl)-2,6-diazaspiro[3.4]octan-2-yl)prop-2-en-1-one OC=1C=C2C=CC=C(C2=CC1)C1=C(C(=NC=2CN(CCC12)C(C)C)N1CC2(CN(C2)C(C=C)=O)CC1)C